((2S,4R,5R)-4-acetoxy-5-(2-amino-7-(2-(methylsulfonamido)-2-oxoethyl)-8-oxo-7,8-dihydro-9H-purin-9-yl)tetrahydrofuran-2-yl)methylacetat C(C)(=O)O[C@@H]1C[C@H](O[C@H]1N1C2=NC(=NC=C2N(C1=O)CC(=O)NS(=O)(=O)C)N)COC(C)=O